((4-chlorobenzyl)oxy)-2-methylisoindolin-1-one ClC1=CC=C(COC2N(C(C3=CC=CC=C23)=O)C)C=C1